tert-butyl 2-(4-(pyridin-2-yl)benzyl)hydrazine-1-carboxylate N1=C(C=CC=C1)C1=CC=C(CNNC(=O)OC(C)(C)C)C=C1